O[C@H](CN1N=CC(=C1)N\C(\C)=C\1/C(NC2=CN=C(C=C21)C=2C=NC=CC2C)=O)C (S,Z)-3-(1-((1-(2-Hydroxypropyl)-1H-pyrazol-4-yl)amino)ethylidene)-5-(4-methylpyridin-3-yl)-1H-pyrrolo[2,3-c]pyridin-2(3H)-one